2-chloro-4-(4-fluoropiperidin-1-yl)-5-iodopyridine ClC1=NC=C(C(=C1)N1CCC(CC1)F)I